BrC=1N(C(=C(N1)C1=NC2=C(N=NC(=C2)C(C(F)(F)F)(F)F)N1C)SCC)C 6-[2-bromo-5-(ethylsulfanyl)-1-methyl-1H-imidazol-4-yl]-7-methyl-3-(pentafluoroethyl)-7H-imidazo[4,5-c]pyridazine